3'-methyl-4,4'-diaminobenzanilide CC=1C=C(NC(C2=CC=C(C=C2)N)=O)C=CC1N